3-(5-(((3R,4S)-4-(4-amino-3-(4-phenoxyphenyl)-1H-pyrazolo[3,4-d]pyrimidin-1-yl)-3-fluoropiperidin-1-yl)methyl)-1-oxoisoindolin-2-yl)piperidine-2,6-dione NC1=C2C(=NC=N1)N(N=C2C2=CC=C(C=C2)OC2=CC=CC=C2)[C@@H]2[C@@H](CN(CC2)CC=2C=C1CN(C(C1=CC2)=O)C2C(NC(CC2)=O)=O)F